FC=1C=NC=CC1N1[C@H]2CN(C[C@@H]1CC2)C(COCC2=CC=CC=1N2C=CN1)=O 1-((1R,5S)-8-(3-fluoropyridin-4-yl)-3,8-diazabicyclo[3.2.1]octan-3-yl)-2-(imidazolo[1,2-a]pyridin-5-ylmethoxy)ethan-1-one